BrCC1=C(C(=CC(=C1)C(C)(C)C)C(C1=CC=CC=C1)(C1=CC=CC=C1)C1=CC=CC=C1)O 2-bromomethyl-4-tert-butyl-6-tritylphenol